COC1=NN(C=C1C(=O)NC1=NC(=CC=C1)C=1N2C(=NN1)CC[C@@H]2C)C2COC2 (S)-3-methoxy-N-(6-(5-methyl-6,7-dihydro-5H-pyrrolo[2,1-c][1,2,4]triazol-3-yl)pyridin-2-yl)-1-(oxetan-3-yl)-1H-pyrazole-4-carboxamide